C(C)(C)(C)OC(=O)N1C[C@@H](CC1)N(CCCCCC1=CC=C2CCCN(C2=N1)C(=O)OC(C)(C)C)CC(F)(F)F tert-butyl (R)-7-(5-((1-(tert-butoxycarbonyl)pyrrolidin-3-yl)(2,2,2-trifluoroethyl)amino)pentyl)-3,4-dihydro-1,8-naphthyridine-1(2H)-carboxylate